(R)-2-amino-N-((phenyl-d5)methyl)propanamide N[C@@H](C(=O)NCC1=C(C(=C(C(=C1[2H])[2H])[2H])[2H])[2H])C